5-(2,6-dimethylpyridin-4-yl)-6-isopropyl-2-(1-(tetrahydro-2H-pyran-4-yl)piperidin-4-yl)-4H-pyrrolo[3,2-d]thiazole CC1=NC(=CC(=C1)C1=C(C=2N=C(SC2N1)C1CCN(CC1)C1CCOCC1)C(C)C)C